ClC=1C2=C(N=CN1)N(CC2)C(=O)NC2=C1C=CN=C(C1=CC=C2C)NC2=C(C(=CC=C2)Cl)F 4-chloro-N-(1-((3-chloro-2-fluorophenyl)amino)-6-methylisoquinolin-5-yl)-5,6-dihydro-7H-pyrrolo[2,3-d]pyrimidine-7-carboxamide